4,5-dimethyl-3-(((1-methylpiperidin-4-yl)methyl)amino)thiophene-2-carboxylic acid methyl ester COC(=O)C=1SC(=C(C1NCC1CCN(CC1)C)C)C